ClC1=CC2=C(C=N1)C(=CN2)C2CC1(CN(C1)C(=O)OC(C)(C)C)C2 tert-butyl 6-(6-chloro-1H-pyrrolo[3,2-c]pyridin-3-yl)-2-azaspiro[3.3]heptane-2-carboxylate